(3S)-3-((6-(5-(((4-cyclopropylpyrimidin-2-yl)oxy)methyl)-1-methyl-1H-1,2,3-triazol-4-yl)-2-methylpyridin-3-yl)oxy)cyclohexane-1-carboxylic acid C1(CC1)C1=NC(=NC=C1)OCC1=C(N=NN1C)C1=CC=C(C(=N1)C)O[C@@H]1CC(CCC1)C(=O)O